1-isopropyl-3-(methylthio)-5-(trifluoromethyl)-1H-pyrazole C(C)(C)N1N=C(C=C1C(F)(F)F)SC